BrC=1C=NN(C1)CCCCN1C=C(C2=CC=CC(=C12)OC)F 1-(4-(4-bromo-1H-pyrazol-1-yl)butyl)-3-fluoro-7-methoxy-indole